[C@@H]1([C@H](O)[C@H](O)[C@@H](CO)O1)N1C(=[17O])N=C(N)C=C1 [O2-17O]Cytidine